2,2'-bipyridine-6,6'-diol N1=C(C=CC=C1O)C1=NC(=CC=C1)O